NC=1C=2N(C3=CC(=C(C=C3N1)F)C(=O)N1[C@@H]3[C@H](CCC1)OC1=C3C=CC(=C1)C=1C=NN(C1)C(F)(F)F)C=NC2 (4-amino-7-fluoroimidazo[1,5-a]quinoxalin-8-yl)((4aS,9bS)-7-(1-(trifluoromethyl)-1H-pyrazol-4-yl)-3,4,4a,9b-tetrahydrobenzofuro[3,2-b]pyridin-1(2H)-yl)methanone